FC(C(=C(F)F)F)F PENTAFLUORoPROPEN